N-{1-(2,2-Dimethylcyclobutyl)-2-oxo-2-[(2-oxospiro[indoline-3,4'-tetrahydropyran]-6-yl)-amino]ethyl}-2-methylpyrazole-3-carboxamide CC1(C(CC1)C(C(NC1=CC=C2C(=C1)NC(C21CCOCC1)=O)=O)NC(=O)C=1N(N=CC1)C)C